tert-butyl 2-bromo-2-(5-(1,1-difluoroethyl)-3-fluoro-2-methoxyphenyl)acetate BrC(C(=O)OC(C)(C)C)C1=C(C(=CC(=C1)C(C)(F)F)F)OC